1-(p-vinylphenylethyl)-2-(m-vinylphenylethyl)-1-(m-vinylphenylethyl)-4-(m-vinylphenylethyl)-benzene C(=C)C1=CC=C(C=C1)CCC1(C(C=C(C=C1)CCC1=CC(=CC=C1)C=C)CCC1=CC(=CC=C1)C=C)CCC1=CC(=CC=C1)C=C